C(C)(=O)O.ClC1=C(O[Na])C=CC(=C1)Cl 2,4-dichlorophenoxysodium acetate